2-(3'-chloro-[1,1'-biphenyl]-3-yl)-9,9-diphenyl-9H-fluorene ClC=1C=C(C=CC1)C1=CC(=CC=C1)C1=CC=2C(C3=CC=CC=C3C2C=C1)(C1=CC=CC=C1)C1=CC=CC=C1